C(C)N1N=C(C=C1C1CCC(CC1)N1CC2(CS(C2)(=O)=O)CC1)C(F)(F)F 6-((1r,4r)-4-(1-Ethyl-3-(trifluoromethyl)-1H-pyrazol-5-yl)cyclohexyl)-2-thia-6-azaspiro[3.4]octane 2,2-dioxide